tert-butyl (1-((3,4-difluorophenyl)carbamoyl)-4-methylpiperidin-4-yl)carbamate FC=1C=C(C=CC1F)NC(=O)N1CCC(CC1)(C)NC(OC(C)(C)C)=O